NC1=NC=NC=2NC3=C(C=CC=C3C21)C(=O)OC methyl 4-amino-9H-pyrimido[4,5-b]indole-8-carboxylate